Br.BrCCN bromoethylamine hydrogen bromide salt